ClC=1N=C(C=2CN(CCC2C1C#N)C(C)C=1C=NC(=CC1)F)NCC#N 3-chloro-1-(cyanomethylamino)-7-[1-(6-fluoro-3-pyridyl)ethyl]-6,8-dihydro-5H-2,7-naphthyridine-4-carbonitrile